2-Chloro-4-fluoropyridine-3-carboxylic acid methyl ester COC(=O)C=1C(=NC=CC1F)Cl